methyl 4-bromo-2-(spiro[2.5]octane-5-en-6-yl)benzoate BrC1=CC(=C(C(=O)OC)C=C1)C1=CCC2(CC2)CC1